ClC(=C[C@H]1C([C@@H]1C(=O)OC(C)(C)C)(C)C)Cl tert-butyl (1R,3S)-3-(2,2-dichlorovinyl)-2,2-dimethylcyclopropanecarboxylate